C1C(CC12CCOCC2)N[C@@H]2[C@H](CCCC2)CC=2C=C1CN(C(C1=CC2)=O)C2C(NC(CC2)=O)=O 3-(5-(((1R,2S)-2-((7-oxaspiro[3.5]nonan-2-yl)amino)cyclohexyl)methyl)-1-oxoisoindolin-2-yl)piperidine-2,6-dione